Cl.Cl.N[C@@H]1CN(C[C@@H](C1)C)C1=C(C=NC=C1)NC(=O)C=1C(=C(C(=CC1)F)C1=C(C=C(C=C1F)C1CCS(CC1)(=O)=O)F)F N-(4-((3S,5R)-3-amino-5-methylpiperidin-1-yl)pyridin-3-yl)-4'-(1,1-dioxidotetrahydro-2H-thiopyran-4-yl)-2,2',6,6'-tetrafluoro-[1,1'-biphenyl]-3-carboxamide dihydrochloride